N,N-dimethyl-4-(4-aminophenyl)piperazine-1-amide tert-butyl-(3S)-4-cyclopropyl-4-(2-(5-cyclopropyl-4-fluoro-3,3-dimethyl-2-oxoindolin-1-yl)acetamido)-3-methylbutanoate C(C)(C)(C)OC(C[C@@H](C(NC(CN1C(C(C2=C(C(=CC=C12)C1CC1)F)(C)C)=O)=O)C1CC1)C)=O.CN(C(=O)N1CCN(CC1)C1=CC=C(C=C1)N)C